N1CCC(CC1)N1CCOCC1 4-(piperidin-4-yl)morpholine